C1(CCC1)N1N=CC=2C1=NC(=NC2)C(=O)NC=2C=C1CN(C(C1=CC2)=O)C2C(NC(CC2)=O)=O 1-cyclobutyl-N-(2-(2,6-dioxopiperidin-3-yl)-1-oxoisoindolin-5-yl)-1H-pyrazolo[3,4-d]pyrimidine-6-carboxamide